C(\C=C\C(=O)O)(=O)O.N[C@@H]1CN(CC1)C(=O)N1CCN(C2=CC=CC=C12)CC1=CC=C(C=C1)F (S)-(3-Aminopyrrolidin-1-yl)(4-(4-fluorobenzyl)-3,4-dihydroquinoxaline-1(2H)-yl)methanone fumaric acid salt